O=C1NC(CCC1NC=1C=C(C=CC1)NC(CN1[C@H](CN(C[C@H]1C)C(=O)OC(C)(C)C)C)=O)=O (3S,5R)-tert-Butyl 4-(2-((3-((2,6-dioxopiperidin-3-yl)amino)phenyl)amino)-2-oxoethyl)-3,5-dimethylpiperazine-1-carboxylate